tert-butyl 3-[(4-chloro-6-fluoro-1H-benzoimidazol-2-yl) methyl]-3,6-diazabicyclo[3.1.1]heptane-6-carboxylate ClC1=CC(=CC=2NC(=NC21)CN2CC1N(C(C2)C1)C(=O)OC(C)(C)C)F